C12(CC3CC(CC(C1)C3)C2)NCCCCNC=2C=CC=C3C(=NN(C23)C)C2C(NC(CC2)=O)=O 3-(7-((4-((adamantan-1-yl)amino)butyl)amino)-1-methyl-1H-indazol-3-yl)piperidine-2,6-dione